ClC1=CN=C2N1C=C(C=N2)C=2C=CN1N=C(N=CC12)NC1CCC(CC1)(F)F 5-(3-chloroimidazo[1,2-a]pyrimidin-6-yl)-N-(4,4-difluorocyclohexyl)pyrrolo[2,1-f][1,2,4]triazin-2-amine